4-(((1r,4S)-4-ethoxycyclohexyl)ethynyl)-7-isopropoxy-1-(((S)-5-oxopyrrolidin-2-yl)methoxy)isoquinoline-6-carboxamide C(C)OC1CCC(CC1)C#CC1=CN=C(C2=CC(=C(C=C12)C(=O)N)OC(C)C)OC[C@H]1NC(CC1)=O